1-(2-hydroxy-3-methyl-phenyl)-1-(3-methyl-4-hydroxyphenyl)eicosane OC1=C(C=CC=C1C)C(CCCCCCCCCCCCCCCCCCC)C1=CC(=C(C=C1)O)C